3-[(Z)-(5-Nitrothiophen-2-yl)methylideneamino]-2-sulfanylidene-1,3-thiazolidin-4-one [N+](=O)([O-])C1=CC=C(S1)\C=N/N1C(SCC1=O)=S